C1=NC=C(C2=CC=CC=C12)N1C(N(CC1C#N)C1CC(C1)C)=O 3-(isoquinolin-4-yl)-1-(3-methylcyclobutyl)-2-oxoimidazoline-4-carbonitrile